P1(=O)(OC2=C(C=C(C=C2)C(C)(C)C)C(C)C2=C(C=CC(=C2)C(C)(C)C)O1)[O-].[Na+] sodium 2,2'-ethylidene-bis(4-tert-butylphenyl) phosphate